CC1=NC=CC=C1 methyl(pyridine)